ClC=1C=C(C=C(C1)Br)C(C)(C)C 3-chloro-5-bromotert-butylbenzene